FC(C=1C=C2C=NC(=NC2=C(C1)N1CC2(CN(C2)C(=O)OC(C)(C)C)C(C1)(F)F)N[C@H]1[C@@H](CN(CC1)S(=O)(=O)C)O)F |r| racemic-tert-butyl 6-(6-(difluoromethyl)-2-(((3R,4R)-3-hydroxy-1-(methylsulfonyl)piperidin-4-yl)amino)quinazolin-8-yl)-8,8-difluoro-2,6-diazaspiro[3.4]octane-2-carboxylate